ClC1=CC(=C(C(=O)O)C=C1)NC(=O)NC1=CC(=CC=C1)C(F)(F)F 4-chloro-2-[3-(3-trifluoromethyl-phenyl)-ureido]benzoic acid